C1(CC1)C1=NN=C2N1C(=C(N(C2=O)CC2OCCCC2)C)C 3-(1-cyclopropyl)-5,6-dimethyl-7-(tetrahydropyran-2-ylmethyl)-[1,2,4]triazolo[4,3-a]pyrazin-8-one